3-(3-isopropoxyphenyl)propanoic acid C(C)(C)OC=1C=C(C=CC1)CCC(=O)O